FC=1C=C(/C=C/C2=CC=C(C=C2)NS(=O)(=O)C)C=C(C1O)C=O (E)-N-(4-(3-fluoro-5-formyl-4-hydroxystyryl)phenyl)methanesulfonamide